ClC1=CC=NC2=CC(=CC=C12)C(=O)NC1CCC(CC1)C(=O)N1CCC(CC1)(O)CN1C=NC2=CC(=CC=C2C1=O)NC(CN(C)C)=O 4-chloro-N-((1s,4s)-4-(4-((7-(2-(dimethylamino)acetamido)-4-oxoquinazolin-3(4H)-yl)methyl)-4-hydroxypiperidine-1-carbonyl)cyclohexyl)quinoline-7-carboxamide